butyl-4,4-di(tert-butylperoxy)pentanoic acid C(CCC)C(C(=O)O)CC(C)(OOC(C)(C)C)OOC(C)(C)C